C1=C(C=CC2=CC=CC=C12)CN(C1=NC=CC(=N1)C#N)CC(C)(C)C 2-((naphthalen-2-ylmethyl)(neopentyl)amino)pyrimidine-4-carbonitrile